CC1=C(N=NC=C1)C(C)=O 1-(4-Methylpyridazin-3-yl)ethanone